ethyl 2,5-dihydroxy-1,4-benzenediphosphonate OC1=C(C=C(C(=C1)P([O-])(=O)[O-])O)P([O-])(=O)OCC